ethyl 2-(2-((7-bromo-4-(methoxymethoxy)benzofuran-5-yl)methoxy)phenyl)acetate BrC1=CC(=C(C=2C=COC21)OCOC)COC2=C(C=CC=C2)CC(=O)OCC